(5-acetamido-tetrahydropyran-2-yl)methyl acetate C(C)(=O)OCC1OCC(CC1)NC(C)=O